Naphtho[1,2,3,4-def]carbazol C1=CC=C2NC=3C=CC=C4C3C2=C1C1=CC=CC=C14